C1C(CC12CCNCC2)N2C[C@H](OC1=CC(=NC(NS(C=3C=CC=C(C2=O)C3)(=O)=O)=N1)C1=C(C=CC=C1C)C)C (10R)-12-(7-Azaspiro[3.5]nonan-2-yl)-6-(2,6-dimethylphenyl)-10-methyl-2,2-dioxo-9-oxa-2λ6-thia-3,5,12,19-tetrazatricyclo[12.3.1.14,8]nonadeca-1(18),4(19),5,7,14,16-hexaen-13-one